n-pentyl methacrylate C(C(=C)C)(=O)OCCCCC